C(C)OC1=C(C=CC=C1)C=1N(C(=C(N1)C1=CC=CC=C1)C1=CC=CC=C1)C1(N=C(C(=N1)C1=CC=CC=C1)C1=CC=CC=C1)C1=C(C=CC=C1)OCC 2-(2-ethoxyphenyl)-1-[2-(2-ethoxyphenyl)-4,5-diphenyl-2H-imidazol-2-yl]-4,5-diphenyl-1H-imidazol